(Rac)-4-[4-(4-methoxyphenyl)azepan-1-yl]-1-methyl-2-oxo-1,2-dihydroquinoline-3-carbonitrile COC1=CC=C(C=C1)[C@H]1CCN(CCC1)C1=C(C(N(C2=CC=CC=C12)C)=O)C#N |r|